N1(CCCCC1)C/C=C/C(=O)O (E)-4-(piperidin-1-yl)but-2-enoic acid